2-benzyl-2-azaspiro[3.3]heptan-6-yl (2R,6S)-4-(5-methane-sulfonylpyrimidin-2-yl)-2,6-dimethylpiperazine-1-carboxylate CS(=O)(=O)C=1C=NC(=NC1)N1C[C@H](N([C@H](C1)C)C(=O)OC1CC2(CN(C2)CC2=CC=CC=C2)C1)C